1-(5-(5-(difluoromethyl)-1,2,4-oxadiazol-3-yl)-2,3-dihydro-1H-inden-1-yl)-3-isopropylurea FC(C1=NC(=NO1)C=1C=C2CCC(C2=CC1)NC(=O)NC(C)C)F